α-methyl-Threonine C[C@](N)([C@H](O)C)C(=O)O